2-hydroxy-3,5-di-t-butylphenyl-amine OC1=C(C=C(C=C1C(C)(C)C)C(C)(C)C)N